4-(6-((1S,6R,7R)-7-(aminomethyl)-7-(2-fluorophenyl)-3-azabicyclo[4.1.0]heptan-3-yl)-1H-pyrazolo[3,4-b]pyrazin-3-yl)-3-chloro-1-methylpyridin-2(1H)-one NC[C@@]1([C@@H]2CCN(C[C@H]12)C1=CN=C2C(=N1)NN=C2C2=C(C(N(C=C2)C)=O)Cl)C2=C(C=CC=C2)F